(R)-N-(2-(benzylamino)-2-oxo-1-phenylethyl)-2,2-dimethylbutanamide C(C1=CC=CC=C1)NC([C@@H](C1=CC=CC=C1)NC(C(CC)(C)C)=O)=O